1-[(2R)-2-[(1-fluorocyclopropyl)formamido]-3,3-dimethylbutanoyl]-4-hydroxypyrrolidine-2-carboxamide FC1(CC1)C(=O)N[C@@H](C(=O)N1C(CC(C1)O)C(=O)N)C(C)(C)C